(1H-indol-3-yl)-1H-1,2,3-triazole N1C=C(C2=CC=CC=C12)N1N=NC=C1